FC(CCSSC)(F)F methyl (3,3,3-trifluoro-n-propyl) disulfide